C(C)N1CCN(CC1)C1=CC=C(C=C1)NC1=NC=C(C(=N1)NC1=CC=C(C(=O)NO)C=C1)F 4-((2-((4-(4-ethylpiperazin-1-yl)phenyl)amino)-5-fluoropyrimidin-4-yl)amino)-N-hydroxybenzamide